(S)-3-(3-(1-amino-2,3-dihydro-1H-inden-5-yl)-5-morpholino-3H-imidazo[4,5-b]pyridin-2-yl)pyridin-2-amine N[C@H]1CCC2=CC(=CC=C12)N1C(=NC=2C1=NC(=CC2)N2CCOCC2)C=2C(=NC=CC2)N